1,3,5-trifluoro-2,4,6-tris(trimethylsilylethynyl)benzene FC1=C(C(=C(C(=C1C#C[Si](C)(C)C)F)C#C[Si](C)(C)C)F)C#C[Si](C)(C)C